[Si](C1=CC=CC=C1)(C1=CC=CC=C1)(C(C)(C)C)O[C@H]1[C@H]([C@@H](O[C@@H]1CO)N1C2=NC=NC(=C2N=C1)NC(C1=CC=CC=C1)=O)F N-(9-((2R,3R,4R,5R)-4-((tert-butyldiphenylsilyl)oxy)-3-fluoro-5-(hydroxymethyl)tetrahydrofuran-2-yl)-9H-purin-6-yl)benzamide